dimethyl-silylene(cyclopentadienyl)(9-fluorenyl)zirconium C[Si](=[Zr](C1C2=CC=CC=C2C=2C=CC=CC12)C1C=CC=C1)C